methyl 2-(2-hydroxy-5-methoxy-3-tert-octylphenyl)-2H-benzotriazole-5-carboxylate OC1=C(C=C(C=C1C(C)(C)CC(C)(C)C)OC)N1N=C2C(=N1)C=CC(=C2)C(=O)OC